tertbutyl triisopropylsilyl carbonate C(OC(C)(C)C)(O[Si](C(C)C)(C(C)C)C(C)C)=O